C(C)(C)(C)OC(=O)N1[C@H]2CN(C[C@@H]1CC2)C=2C1=C(N=C(N2)OCC23CCCN3CCC2)CN(CC1)C1=CC(=CC2=CC=CC=C12)Br (1R,5S)-tert-butyl-3-(7-(3-bromonaphthalen-1-yl)-2-((hexahydro-1H-pyrrolizin-7a-yl)methoxy)-5,6,7,8-tetrahydropyrido[3,4-d]pyrimidin-4-yl)-3,8-diazabicyclo[3.2.1]octane-8-carboxylate